C(C)(=O)NNC(=O)C1=NC=C2N1C=C(C=C2F)S(=O)(=O)NC2(CC2)C 3-(N'-acetylhydrazinecarbonyl)-8-fluoro-N-(1-methylcyclopropyl)imidazo[1,5-a]pyridine-6-sulfonamide